{1-[(2,4-difluorophenyl)methyl]piperidin-4-yl}-3-[6-(4-methylpiperazin-1-yl)-[1,2,4]triazolo[4,3-b]pyridazin-3-yl]propanamide FC1=C(C=CC(=C1)F)CN1CCC(CC1)C(C(=O)N)CC1=NN=C2N1N=C(C=C2)N2CCN(CC2)C